3-fluoro-N'-(1H-indole-6-carbonyl)-4-nitrobenzenesulfonohydrazide FC=1C=C(C=CC1[N+](=O)[O-])S(=O)(=O)NNC(=O)C1=CC=C2C=CNC2=C1